C(C=C)(=O)N1CCC2(CC1)CC=C(CC2)C2=C(C1=C(N=CN=C1N)N2C)C2=NC=C(C=N2)C#N 2-(6-(3-acryloyl-3-azaspiro[5.5]undec-8-en-9-yl)-4-amino-7-methyl-7H-pyrrolo[2,3-d]pyrimidin-5-yl)pyrimidine-5-carbonitrile